FC(C(=O)O)(F)F.FC=1C=C(C=C(C1)C(F)(F)F)C1=CC2=C(NC([C@H]3N(C2=O)CCNC3)=O)C=C1 (S)-8-(3-fluoro-5-(trifluoromethyl)phenyl)-1,3,4,12a-tetrahydrobenzo[e]pyrazino[1,2-a][1,4]diazepine-6,12(2H,11H)-dione 2,2,2-trifluoroacetate